C(CCCCCCCCCCCCCCCCCC)OC(CCCCCCCCCCCCCCCCCCCCCCCCCCCCCCCCCCCC)=O.CCCCCCCCCCCCCCCCCCCCCCCCCCCCCCCCCCCCC heptatriacontane nonadecyl-heptatriacontanoate